N-phenyl-N-[1-(2-pyridin-4-ylethyl)piperidin-4-yl]propanamide C1(=CC=CC=C1)N(C(CC)=O)C1CCN(CC1)CCC1=CC=NC=C1